t-butyl (5,6-difluoro-4-hydroxylnaphthalen-2-yl)carbamate FC1=C2C(=CC(=CC2=CC=C1F)NC(OC(C)(C)C)=O)O